(S)-4-amino-N-(6-chloro-5-fluoro-2,3-dihydrobenzofuran-3-yl)-7-fluoro-N-methylimidazo[1,5-a]quinoxaline-8-carboxamide NC=1C=2N(C3=CC(=C(C=C3N1)F)C(=O)N(C)[C@@H]1COC3=C1C=C(C(=C3)Cl)F)C=NC2